methyl (S)-2-(7-aminohept-1-yn-1-yl)-5-(4-(2-(4-(4-chlorophenyl)-2,3,9-trimethyl-6H-thieno[3,2-f][1,2,4]triazolo[4,3-a][1,4]diazepin-6-yl)acetyl)piperazin-1-yl)benzoate NCCCCCC#CC1=C(C(=O)OC)C=C(C=C1)N1CCN(CC1)C(C[C@H]1C=2N(C3=C(C(=N1)C1=CC=C(C=C1)Cl)C(=C(S3)C)C)C(=NN2)C)=O